2-[3-(6-methyl-2-pyridyl)-1H-pyrazol-4-yl]-7-(4,5,6,7-tetrahydrotriazolo[1,5-a]pyrazin-3-yl)-1,5-naphthyridine CC1=CC=CC(=N1)C1=NNC=C1C1=NC2=CC(=CN=C2C=C1)C=1N=NN2C1CNCC2